4-chloro-5-methoxy-1H-benzo[d]imidazole ClC1=C(C=CC=2NC=NC21)OC